FC=1C=CC(=NC1C)NC1CCC(CC1)OC1=C2C=C(C=NC2=CC(=N1)N1CCOCC1)NS(=O)(=O)C N-[5-[4-[(5-fluoro-6-methyl-2-pyridyl)amino]cyclohexoxy]-7-morpholino-1,6-naphthyridin-3-yl]methanesulfonamide